CC1=C2C(=[N+](C(=C1)NC1=NC=NC(=C1C)NC1=NC=CC=C1)[O-])C1(NC2=O)CCCCC1 4'-methyl-2'-((5-methyl-6-(pyridin-2-ylamino)pyrimidin-4-yl)amino)-5'-oxo-5',6'-dihydrospiro[cyclohexane-1,7'-pyrrolo[3,4-b]pyridine] 1'-oxide